NC=1C(=CC(=C2C=NN(C12)C)Br)C(=O)C=1C2=CN(N=C2C(=CC1)F)C1OCCCC1 (7-amino-4-bromo-1-methylindazol-6-yl)-[7-fluoro-2-(oxan-2-yl)indazol-4-yl]methanone